[P].[N].C12C(CC(C=C1)C2)C(C[Si](OC)(OC)OC)CCCC 2-(bicyclo[2.2.1]hept-5-en-2-yl)hexyltrimethoxysilane nitrogen phosphorus